ClCC=1SC=C(N1)C 2-(chloromethyl)-4-methyl-thiazole